N-(1-(2,6-dioxopiperidin-3-yl)-2-oxo-1,2-dihydrobenzo[cd]indol-6-yl)-7-(spiro[3.3]heptane-2-ylamino)heptanamide O=C1NC(CCC1N1C(C2=C3C(C(=CC=C13)NC(CCCCCCNC1CC3(C1)CCC3)=O)=CC=C2)=O)=O